C(C)(=O)[O-].[Na+].N1C(=NC=C1)C1CCN(CC1)C(=O)C1=CC=C(C=C1)C1=CC(=CC=C1)C(F)(F)F (4-(1H-imidazol-2-yl)piperidin-1-yl)(3'-(trifluoromethyl)-[1,1'-biphenyl]-4-yl)methanone NATRIUM ACETAT